ClC1=CC=CC=2N1N=C(C2)[C@@H]2N(CCC1=C2N=CN1)C=1OC(=NN1)C1=CC=C(C=C1)F (R)-2-(4-(7-chloropyrazolo[1,5-a]pyridin-2-yl)-1,4,6,7-tetrahydro-5H-imidazo[4,5-c]pyridin-5-yl)-5-(4-fluorophenyl)-1,3,4-oxadiazole